2,6-dimethylpiperazine diphosphate OP(O)(=O)OP(=O)(O)O.CC1NC(CNC1)C